1-(6-cyanopyridin-3-yl)-3-(3-{4-[(1,1-dioxo-1λ6-thian-4-yl)amino]-1-(2,2,2-trifluoroethyl)-1H-indol-2-yl}prop-2-yn-1-yl)urea C(#N)C1=CC=C(C=N1)NC(=O)NCC#CC=1N(C2=CC=CC(=C2C1)NC1CCS(CC1)(=O)=O)CC(F)(F)F